C(C)(=O)OCCCCCCCCCC\C=C/CC (Z)-tetradec-11-en-1-yl acetate